BrC=1C=C2C=CN(C2=CC1)C 5-bromo-N-methyl-indole